(S)-3-(bicyclo[1.1.1]pentan-1-yl)-2-(5-methylisoxazole-3-carboxamido)propionic acid C12(CC(C1)C2)C[C@@H](C(=O)O)NC(=O)C2=NOC(=C2)C